N(=[N+]=[N-])C(COCC(C)(C)S(=O)(=O)C1(CC1)CN1C(C2=C(CC1)C(=NN2C)C(=O)NCC2=CC=C(C=C2)C#N)=O)(C)C 6-((1-((1-(2-Azido-2-methylpropoxy)-2-methylpropan-2-yl)sulfonyl)cyclopropyl)methyl)-N-(4-cyanobenzyl)-1-methyl-7-oxo-4,5,6,7-tetrahydro-1H-pyrazolo[3,4-c]pyridine-3-carboxamide